(2R,6S)-4-(methoxymethylene)-2,6-dimethyltetrahydro-2H-pyran COC=C1C[C@H](O[C@H](C1)C)C